(S)-N-(N,N-dimethylaminosulfonyl)-2-(6-fluorobenzo[d]oxazol-2-yl)-6-methoxy-5-(phenoxymethyl)-1,2,3,4-tetrahydroisoquinoline-3-carboxamide CN(S(=O)(=O)NC(=O)[C@H]1N(CC2=CC=C(C(=C2C1)COC1=CC=CC=C1)OC)C=1OC2=C(N1)C=CC(=C2)F)C